N-(4-hydroxyphenyl)-4-(trifluoromethyl)benzamide OC1=CC=C(C=C1)NC(C1=CC=C(C=C1)C(F)(F)F)=O